tert-butyl (S)-5-bromo-6-chloro-2-((1-cyclopropylpiperidin-4-yl)amino)-8a,9,11,12-tetrahydropyrazino[2',1':3,4][1,4]oxazepino-[5,6,7-de]quinazoline-10(8H)-carboxylate BrC=1C(=C2C3=C(N=C(N=C3C1)NC1CCN(CC1)C1CC1)N1[C@H](CO2)CN(CC1)C(=O)OC(C)(C)C)Cl